ClC=1C(=C2C=NNC2=C(C1F)NC(C(F)F)C)C=1C=CC=2N(C1)C=C(N2)NC(=O)C2C(C2)F N-(6-(5-chloro-7-((1,1-difluoropropan-2-yl)amino)-6-fluoro-1H-indazol-4-yl)imidazo[1,2-a]pyridin-2-yl)-2-fluorocyclopropane-1-carboxamide